F[B-](F)(F)F.C1(=CC=CC=C1)C=1OCC[NH+]1 2-phenyl-2-oxazolinium tetrafluoroborate